C(C1=CC=CC=C1)OC1=CC=C(OC=2C(=NC=C(C2)Br)C#N)C=C1 3-(4-benzyloxyphenoxy)-5-bromo-pyridine-2-carbonitrile